N-methyl-perfluorobutyl-amine CN(C(C(C(C(F)(F)F)(F)F)(F)F)(F)F)F